6-(cyclopropanecarboxamido)-4-((6-(3-(2,4-difluorophenoxy)azetidin-1-yl)-[1,2,4]triazolo[1,5-a]pyridin-2-yl)amino)-N-methylpyridazine-3-carboxamide C1(CC1)C(=O)NC1=CC(=C(N=N1)C(=O)NC)NC1=NN2C(C=CC(=C2)N2CC(C2)OC2=C(C=C(C=C2)F)F)=N1